1-(6-(1H-Pyrrolo[2,3-b]pyridin-3-yl)imidazo[1,2-a]pyridin-3-yl)-N,N-dimethylmethanamine N1C=C(C=2C1=NC=CC2)C=2C=CC=1N(C2)C(=CN1)CN(C)C